CC(=CCC1=C(C(=CC(=C1)C(=O)O)O)O)C The molecule is benzoic acid substituted with hydroxy groups at C-3 and -4 and with a polyprenyl chain of unspecified length at C-5. It is a conjugate acid of a 3,4-dihydroxy-5-polyprenylbenzoate.